COC1=CC=C2[C@H]([C@@H](N(C(C2=C1)=O)CC1=CC=C(C=C1)C)C1=CC=C(C=C1)C(F)(F)F)C(=O)NC1=CC(=CC=C1)N1CCN(CC1)C (3R,4R)-7-methoxy-2-(4-methylbenzyl)-N-(3-(4-methylpiperazin-1-yl)phenyl)-1-oxo-3-(4-(trifluoromethyl)phenyl)-1,2,3,4-tetrahydroisoquinoline-4-carboxamide